COC1=C(CN2CCC(CC2)OC2CCN(CC2)C(=O)C=2C=CC(=C(C2)N2C(NC(CC2)=O)=O)C)C=C(C(=C1)C1=CN(C(C2=CN=CC=C12)=O)C)OC 1-(5-(4-((1-(2,5-dimethoxy-4-(2-methyl-1-oxo-1,2-dihydro-2,7-naphthyridin-4-yl)benzyl)piperidin-4-yl)oxy)piperidine-1-carbonyl)-2-methylphenyl)dihydropyrimidine-2,4(1H,3H)-dione